P(OC(P(OC)N(C(C)C)C(C)C)(C(C)(C)C)C(C)(C)C)([O-])=O di-tert-butyl{[(diisopropylamino)(methoxy) phosphanyl] methyl} phosphonate